C(C)(C)(C)OC(=O)N(C)C1=NC=C(C(=C1)OC)[Si](F)(C(C)(C)C)C(C)(C)C {5-[di(tert-butyl)(fluoro)silyl]-4-methoxy-2-pyridinyl}-N-methylamino-carboxylic acid tert-butyl ester